C(N)(OC(COCCOCCOCCOCC(=O)NC1=C2C(N(C(C2=CC=C1)=O)C1C(NC(CC1)=O)=O)=O)C(C)(C)C)=O (tert-butyl 14-((2-(2,6-dioxopiperidin-3-yl)-1,3-dioxoisoindolin-4-yl) amino)-14-oxo-3,6,9,12-tetraoxatetradecyl) carbamate